C(C)OC(COC1=CC=CC=C1)OCC (2,2-diethoxyethoxy)benzene